N-(2-dimethylamino-1-ethyl)-2'-(2,3,4-trifluorophenyl)-6,6'-difluoro-2,4'-biquinoline-4-amide CN(CCNC(=O)C1=CC(=NC2=CC=C(C=C12)F)C1=CC(=NC2=CC=C(C=C12)F)C1=C(C(=C(C=C1)F)F)F)C